1,3,5-trimethyl-2,4,5-tris[(3',5'-di-t-butyl)-4'-hydroxybenzyl]-benzene CC=1C(=C(C(C(C1)(CC1=CC(=C(C(=C1)C(C)(C)C)O)C(C)(C)C)C)CC1=CC(=C(C(=C1)C(C)(C)C)O)C(C)(C)C)C)CC1=CC(=C(C(=C1)C(C)(C)C)O)C(C)(C)C